NC1=NC(=CC2=CC(=NC=C12)NC(=O)[C@@H]1[C@H](C1)C=1C=NN(C1)C)C=1C(=CC(=NC1)C(=O)O)C |r| (±)-5-(1-amino-6-((1s,2s)-2-(1-methyl-1H-pyrazol-4-yl)cyclopropane-1-carboxamido)-2,7-naphthyridin-3-yl)-4-methylpyridine-2-carboxylic acid